(3S,4R)-4-((5-chloro-4-(2-(pyrrolidin-3-yl)thiazol-5-yl)pyrimidin-2-yl)amino)tetrahydro-2H-pyran-3-ol ClC=1C(=NC(=NC1)N[C@H]1[C@@H](COCC1)O)C1=CN=C(S1)C1CNCC1